[N+](=O)([O-])C1=CC=C(NCO)C=C1 para-nitroanilinemethanol